BrC=1C(=C(C=CC1)NC(=O)C=1N=CC=2CN(CCC2C1)CCO)Cl N-(3-bromo-2-chlorophenyl)-7-(2-hydroxyethyl)-5,6,7,8-tetrahydro-2,7-naphthyridine-3-carboxamide